[O-]CCCC.[O-]CCCC.C(C)CC(CC(=O)[O-])=O.[Ti+3] titanium (ethylacetoacetate) di-n-butoxide